FC1=C(C(=CC=C1)F)C1(CC1)NC1=NC=CC=N1 N-[1-(2,6-difluorophenyl)cyclopropyl]-pyrimidin-2-amine